N-(4-cinnamamidobutyl)-3,4-dihydroxy-2-methylenebutanamide C(C=CC1=CC=CC=C1)(=O)NCCCCNC(C(C(CO)O)=C)=O